(R)-8-(1-((4-Fluoro-2-(4-(2-hydroxyacetyl)piperazin-1-yl)phenyl)amino)ethyl)-3,6-dimethyl-2-morpholinoquinazolin-4(3H)-one FC1=CC(=C(C=C1)N[C@H](C)C=1C=C(C=C2C(N(C(=NC12)N1CCOCC1)C)=O)C)N1CCN(CC1)C(CO)=O